N-(3-Chloro-1H-indol-7-yl)-1-(3-methoxycyclobutyl)pyrazol-4-sulfonamid ClC1=CNC2=C(C=CC=C12)NS(=O)(=O)C=1C=NN(C1)C1CC(C1)OC